ClC1=CN(C(C(=N1)C(=O)N)=O)CC(CO)O 6-chloro-4-(2,3-dihydroxypropyl)-3-oxo-3,4-dihydropyrazine-2-carboxamide